[Cl-].C(=C)C(C1=CC=CC=C1)[N+](CC)(C)C (vinylbenzyl)dimethylethylammonium chloride